(S)-1-(3-dimethylaminopropyl)-1-(4-fluorophenyl)-1,3-dihydro-2-benzofuran-5-carbonitrile CN(CCC[C@]1(OCC2=C1C=CC(=C2)C#N)C2=CC=C(C=C2)F)C